C(C)OC(=O)C=1C(=NC2=CC(=C(C=C2C1OC(C)=O)F)Cl)SCC 4-acetoxy-7-chloro-2-(ethylsulfanyl)-6-fluoroquinoline-3-carboxylic acid ethyl ester